C(C)(C)NC(O[C@H]1C[C@H](CC1)C=1NN=C(C1)NC(=O)C=1C=NN(C1)C1=C(C(=CC=C1)O)C=O)=O (1R,3S)-3-{5-[1-(2-formyl-3-hydroxyphenyl)pyrazole-4-amido]-2H-pyrazol-3-yl}cyclopentyl N-isopropylcarbamate